3-((dimethylthiocarbamoyl)oxy)-4-methoxybenzoic acid methyl ester COC(C1=CC(=C(C=C1)OC)OC(N(C)C)=S)=O